4'-dihydroxyhexyloxyazobenzene OC(CCCCCOC1=CC=C(C=C1)N=NC1=CC=CC=C1)O